[O-2].[Mn+2].[Li+].[V+5].[Sc+3] scandium-vanadium lithium manganese oxide